((4-hydroxyphenyl) (methyl) carbamoyl) pyridinecarboxylate N1=C(C=CC=C1)C(=O)OC(N(C)C1=CC=C(C=C1)O)=O